C(C)(C)(C)C1=NOC(=N1)C(=O)NCC1=C(C(=C(C=C1)C1=CC=NC=2N1N=C(C2)N2CCOCC2)F)C 3-(tert-butyl)-N-(3-fluoro-2-methyl-4-(2-morpholinopyrazolo[1,5-a]pyrimidin-7-yl)benzyl)-1,2,4-oxadiazole-5-carboxamide